BrC=1C=C2C(=NC(=NC2=C2C1CCO2)C)N[C@H](C)C2=C(C(=CC=C2)C(F)F)F (R)-6-bromo-N-(1-(3-(difluoromethyl)-2-fluorophenyl)ethyl)-2-methyl-7,8-dihydrofuro[3,2-h]quinazolin-4-amine